8-chloro-4-(7,8-difluoro-3-quinolyl)-2,2-dimethyl-1,3-benzothiazine ClC1=CC=CC=2C(=NC(SC21)(C)C)C=2C=NC1=C(C(=CC=C1C2)F)F